ClC=1C=CC2=C(N=C(O2)C2CC3(CC(C3)NC(=O)C=3OC(=CC3)CS(=O)(=NC(C(F)(F)F)=O)CC)C2)C1 N-[6-(5-chloro-1,3-benzoxazol-2-yl)spiro[3.3]heptan-2-yl]-5-[[S-ethyl-N-(2,2,2-trifluoroacetyl)sulfonimidoyl]methyl]furan-2-carboxamide